1-((5-(2,6-dioxopiperidin-3-yl)-6-oxo-5,6-dihydro-4H-thieno[2,3-c]pyrrol-2-yl)methyl)-3-(4-methyl-3-(pyrrolidin-1-yl)phenyl)urea O=C1NC(CCC1N1C(C2=C(C1)C=C(S2)CNC(=O)NC2=CC(=C(C=C2)C)N2CCCC2)=O)=O